C1=C(C=CC2=CC=CC=C12)B(O)O.C1(=CC=CC=C1)[SiH](OC)C=C phenyl-vinyl-methoxysilane naphthalene-2-boronate